1-(2-hydroxypropyl)imidazole OC(CN1C=NC=C1)C